COC=1C=C(C=CC1OC1CC(C1)N(C)C)NC1=NC=CC(=N1)NC=1C(=NC=2CCCCC2C1)C(=O)N 3-(2-{3-methoxy-4-[(1s,3s)-3-(dimethylamino)cyclobutoxy]phenylamino}-4-pyrimidinylamino)-5,6,7,8-tetrahydro-2-quinolinecarboxamide